OCCCCCCCC1=CC=C2C(=NN(C2=C1)C)N1C(NC(CC1)=O)=O 1-(6-(7-hydroxyheptyl)-1-methyl-1H-indazol-3-yl)dihydropyrimidine-2,4(1H,3H)-dione